C1(NN=CC2=CC=CC=C12)=O (2R)-phthalazinone